ClC=1C=C(C=CC1F)C(C=1N(C(=C(N1)CN)C)COCC[Si](C)(C)C)C1=CC(=C(C=C1)F)Cl (2-(bis(3-chloro-4-fluorophenyl)methyl)-5-methyl-1-((2-(trimethylsilyl)eth-oxy)methyl)-1H-imidazol-4-yl)methanamine